N1(CCCCC1)C(=O)C1=CC=C(O1)S(=O)(=O)Cl 5-(piperidine-1-carbonyl)furan-2-sulfonyl chloride